C1(CC1)C1=CC=C(C=C1)S(=O)(=O)NC=1C(=NN(C1C(=O)N[C@@H](C)C(C)(C)C)C)C1CCC(CC1)OC 4-((4-cyclopropylphenyl)sulfonamido)-N-((S)-3,3-dimethylbutan-2-yl)-3-((1S,4R)-4-methoxycyclohexyl)-1-methyl-1H-pyrazole-5-carboxamide